C1(=CC=CC=C1)P(C1=CC(=CC=C1)C1=CC=C2C=CC3=CC=CC4=CC=C1C2=C34)(C3=CC=CC=C3)=O diphenyl(3-(pyren-1-yl)phenyl)phosphine oxide